(1-(4-chlorophenyl)-2,5-dimethyl-1H-pyrrol-3-yl)(3-nitro-4-(pyrrolidin-1-yl)phenyl)methanone ClC1=CC=C(C=C1)N1C(=C(C=C1C)C(=O)C1=CC(=C(C=C1)N1CCCC1)[N+](=O)[O-])C